1,6-diamino-2,5-dimethylheptane NCC(CCC(C(C)N)C)C